(-)-(4aR,8aS)-6-(4-(2-Chloro-4-(trifluoromethyl)phenoxy)piperidine-1-carbonyl)hexahydro-2H-pyrido[4,3-b][1,4]oxazin-3(4H)-one ClC1=C(OC2CCN(CC2)C(=O)N2C[C@@H]3[C@@H](OCC(N3)=O)CC2)C=CC(=C1)C(F)(F)F